5-(tert-butylthio)-6-((2,2-dimethyl-1,3-dioxolan-4-yl)methoxy)pyrazolo[1,5-a]pyridine C(C)(C)(C)SC1=CC=2N(C=C1OCC1OC(OC1)(C)C)N=CC2